ClC1=C(C(=C(C=C1OC)OC)Cl)C1=CC2=C(N=C(N=C2)N[C@H]2[C@H](COC2)NC(C=C)=O)C(=N1)CC=1C=NN(C1)C N-((3R,4S)-4-((6-(2,6-dichloro-3,5-dimethoxyphenyl)-8-((1-methyl-1H-pyrazol-4-yl)methyl)pyrido[3,4-d]pyrimidin-2-yl)amino)tetrahydrofuran-3-yl)acrylamide